(E)-2-((2,2-Dimethoxyethyl)thio)-7-(4-fluorostyryl)quinoline yttrium [Y].COC(CSC1=NC2=CC(=CC=C2C=C1)\C=C\C1=CC=C(C=C1)F)OC